ClC1=CC=C(C=C1)CN1C([C@H](CS(C2=C1C=C(C(=C2)F)C=2OC(=NN2)N2CCOCC2)(=O)=O)NC(OC(C)(C)C)=O)=O tert-butyl N-[(3R)-5-[(4-chlorophenyl)methyl]-8-fluoro-7-(5-morpholino-1,3,4-oxadiazol-2-yl)-1,1,4-trioxo-2,3-dihydro-1λ6,5-benzothiazepin-3-yl]carbamate